C(C)N[C@@H](CS)C(=O)[O-] ethylcysteinate